[Cl-].C(C)OCC[N+](C)(C)CCOCC N,N-bis(2-ethoxyethyl)-N,N-dimethyl-ammonium chloride